tert-butyl (S)-(1'-(5-((2-(4-aminophenyl)-8-chloroimidazo[1,2-a]pyridin-7-yl)thio)-3-(hydroxymethyl)pyrazin-2-yl)-1,3-dihydrospiro[indene-2,4'-piperidine]-1-yl)carbamate NC1=CC=C(C=C1)C=1N=C2N(C=CC(=C2Cl)SC=2N=C(C(=NC2)N2CCC3(CC2)[C@@H](C2=CC=CC=C2C3)NC(OC(C)(C)C)=O)CO)C1